(4-(3-(1-(2-methylquinolin-4-yl)piperazine-4-carbonyl)piperidine-1-carbonyl)phenyl)acetamide CC1=NC2=CC=CC=C2C(=C1)N1CCN(CC1)C(=O)C1CN(CCC1)C(=O)C1=CC=C(C=C1)CC(=O)N